2-oxo-5-(4-((1-(pyridin-3-yl)pent-4-en-1-yl)oxy)phenyl)-6-(trifluoromethyl)-1,2-dihydropyridine-3-carboxamide O=C1NC(=C(C=C1C(=O)N)C1=CC=C(C=C1)OC(CCC=C)C=1C=NC=CC1)C(F)(F)F